methyl (2E)-2-methoxyimino-2-[2-[[(E)-(1-methyl-3-phenyl-prop-2-ynylidene)amino]oxymethyl]phenyl]acetate CO\N=C(\C(=O)OC)/C1=C(C=CC=C1)CO/N=C(/C#CC1=CC=CC=C1)\C